CN(C(OC=1C=CC=C2C(=NC=NC12)N[C@H](CN1CCN(CC1)S(=O)(=O)C=1SC(=CC1)C1=CC(=NO1)C)C)=O)C 4-{[(2S)-1-(4-{[5-(3-methyl-1,2-oxazol-5-yl)thiophen-2-yl]sulfonyl}piperazin-1-yl)propan-2-yl]amino}quinazolin-8-yl N,N-dimethylcarbamate